Di(ethyleneoxyhydroxymethyl)ethyleneoxy-butoxydimethylsilylisobutyl chloride C(COC(O)CC(C([Si](C)(C)OCCCC)(OCCCl)Cl)(C)C(OCCCl)O)Cl